(1-methyl-1-cyclopentyl)tin CC1(CCCC1)[Sn]